6-[4-(3-[2-[(5-Bromo-6-oxo-1-[[2-(trimethylsilyl)ethoxy]methyl]-1,6-dihydropyridazin-4-yl)oxy]ethoxy]propanoyl)piperazin-1-yl]pyridine-3-carbonitrile BrC1=C(C=NN(C1=O)COCC[Si](C)(C)C)OCCOCCC(=O)N1CCN(CC1)C1=CC=C(C=N1)C#N